FC(C(=O)O)(F)F.O=C1NC(CCC1N1C(C2=CC=C(C=C2C1=O)C#CCN1CCNCC1)=O)=O 2-(2,6-dioxopiperidin-3-yl)-5-(3-(piperazin-1-yl)prop-1-yn-1-yl)isoindoline-1,3-dione trifluoroacetate